C(C(=C)C)(=O)OCC(C)OC(C(=C)C)=O 1,2-propanediol dimethacrylate